3-amino-1-(cyclopentylmethyl)-N-(1-methylcyclopropyl)-2,4-dioxo-1,2,3,4-tetrahydroquinazoline-6-sulfonamide NN1C(N(C2=CC=C(C=C2C1=O)S(=O)(=O)NC1(CC1)C)CC1CCCC1)=O